3-[7-fluoro-1-oxo-4-[4-(piperazin-1-ylmethyl)-1-piperidyl]isoindolin-2-yl]piperidine-2,6-dione FC=1C=CC(=C2CN(C(C12)=O)C1C(NC(CC1)=O)=O)N1CCC(CC1)CN1CCNCC1